Z-11-tetradecenol C(CCCCCCCCC\C=C/CC)O